N2-[5-[(3R,5S)-3,5-dimethylpiperazin-1-yl]thiazol-2-yl]-N4-[2-(6-methyl-2-pyridyl)pyrimidin-4-yl]pyrimidine-2,4-diamine C[C@@H]1CN(C[C@@H](N1)C)C1=CN=C(S1)NC1=NC=CC(=N1)NC1=NC(=NC=C1)C1=NC(=CC=C1)C